7-[4-[3-(difluoromethyl)azetidin-1-yl]-2-methyl-anilino]-4H-1,4-benzoxazin-3-one FC(C1CN(C1)C1=CC(=C(NC2=CC3=C(NC(CO3)=O)C=C2)C=C1)C)F